2-(5-(5-fluoropentyl)-3,6-dimethoxypyridin-2-yl)ethan FCCCCCC=1C=C(C(=NC1OC)CC)OC